2-(2,4-difluorobenzoyl)-N-(1-(4-(2-(difluoromethyl)-4-methoxy-1H-benzo[d]imidazol-1-yl)-6-morpholino-1,3,5-triazin-2-yl)piperidin-4-yl)hydrazine-1-carboxamide FC1=C(C(=O)NNC(=O)NC2CCN(CC2)C2=NC(=NC(=N2)N2C(=NC3=C2C=CC=C3OC)C(F)F)N3CCOCC3)C=CC(=C1)F